ClC1=CC=C(C=C1)NC(NCCC1=CC(=CC=C1)C(F)(F)F)=O 3-(4-chlorophenyl)-1-{2-[3-(trifluoromethyl)phenyl]ethyl}urea